C(C)(C)(C)OC(=O)C=1CC=CN=CC1 Azepine-5(4H)-carboxylic acid tert-butyl ester